2-fluoro-N1-(4-fluorobenzyl)benzene-1,4-diamine FC1=C(C=CC(=C1)N)NCC1=CC=C(C=C1)F